4-(2-bromophenyl)tetrahydro-2H-pyran-4-carbonitrile BrC1=C(C=CC=C1)C1(CCOCC1)C#N